6-((4-((2-cyclopropyl-4-(6-methylpyridin-2-yl)thiazol-5-yl)oxy)pyridin-2-yl)amino)pyridine C1(CC1)C=1SC(=C(N1)C1=NC(=CC=C1)C)OC1=CC(=NC=C1)NC1=CC=CC=N1